(R)-4-((3-(4,4-Difluoropiperidine-1-carbonyl)piperidin-1-yl)sulfonyl)-N,N-diethylbenzenesulfonamide FC1(CCN(CC1)C(=O)[C@H]1CN(CCC1)S(=O)(=O)C1=CC=C(C=C1)S(=O)(=O)N(CC)CC)F